Cl.Cl.COC(C1=C(C=C(C=C1)N1CC2(C1)CCNCC2)C#CCN)=O.C2(CC2)C=2C(=NC=CC2)OCC(C(=O)N[C@@H]2[C@H](CNCC2)F)(F)F 3-((3-cyclopropylpyridin-2-yl)oxy)-2,2-difluoro-N-((3s,4s)-3-fluoropiperidin-4-yl)propanamide methyl-2-(3-aminoprop-1-yn-1-yl)-4-(2,7-diazaspiro[3.5]nonan-2-yl)benzoate dihydrochloride